ClC1=CC=C(C=N1)CNC1=NC=C(C=C1)N N2-[(6-chloropyridin-3-yl)methyl]pyridine-2,5-diamine